(S)-4-(2-methoxy-2-oxoethyl)-2-((R)-3-methyl-1-((S)-3-phenyl-2-(pyrazine-2-carboxamido)propanamido)butyl)-6-oxo-1,3,2-dioxaborinane-4-carboxylic acid COC(C[C@]1(OB(OC(C1)=O)[C@H](CC(C)C)NC([C@H](CC1=CC=CC=C1)NC(=O)C1=NC=CN=C1)=O)C(=O)O)=O